2,4,6-trimethylphenyl-lithium CC1=C(C(=CC(=C1)C)C)[Li]